FC1(CCC(CC1)(C)COC(C(=O)O)=O)F.C(C)C=1C(=C2C=NNC2=C(C1F)SC)C1=CN=CS1 5-(5-ethyl-6-fluoro-7-(methylthio)-1H-indazol-4-yl)thiazole 4,4-difluoro-1-methylcyclohexylmethyl-oxalate